4-(3-iodopyrazolo[1,5-a]pyrimidin-5-yl)piperazine-1-carboxylic acid isopropyl ester C(C)(C)OC(=O)N1CCN(CC1)C1=NC=2N(C=C1)N=CC2I